C(C)(C)(C)OC(=O)N1C=C(C=C1)B1OC(C(O1)(C)C)(C)C 3-(4,4,5,5-tetramethyl-1,3,2-dioxaborolan-2-yl)-1H-pyrrole-1-carboxylic acid tert-butyl ester